COC(C1=C(C=C(C(=C1)N1C(COCC1)CCO)F)[N+](=O)[O-])=O 4-fluoro-5-(3-(2-hydroxyethyl)morpholino)-2-nitrobenzoic acid methyl ester